BrC1=CC=C(C=C1)[C@H]1[C@@H](CNCC1)CO |r| (+/-)-[trans-4-(4-Bromophenyl)piperidin-3-yl]methanol